1-(3-bromo-5-fluorophenyl)-3-(5-bromo-2-hydroxymethylphenyl)urea BrC=1C=C(C=C(C1)F)NC(=O)NC1=C(C=CC(=C1)Br)CO